2-amino-3-(1H-indazol-4-yl)-5-(pyridin-4-yl)benzamide NC1=C(C(=O)N)C=C(C=C1C1=C2C=NNC2=CC=C1)C1=CC=NC=C1